(S)-6-chloro-3-((1-(3-fluoro-9-methyl-7-oxo-5,7-dihydro-6H-benzo[c]xanthen-11-yl)ethyl)amino)picolinic acid ClC1=CC=C(C(=N1)C(=O)O)N[C@@H](C)C=1C=2OC=3C4=C(CCC3C(C2C=C(C1)C)=O)C=C(C=C4)F